C(C)(C)(C)OC(=O)N1C[C@@H]2N(C3=C(S(C2)(=O)=O)C=C(C=N3)C(F)(F)F)CC1 (S)-3-(trifluoromethyl)-6a,7,9,10-Tetrahydropyrazino[1,2-d]pyrido[3,2-b][1,4]thiazine-8(6H)-carboxylic acid tert-butyl ester 5,5-dioxide